C(C)(C)(C)OC(=O)NCC=1C=CC(=C(C(=O)N[C@H](C)C2=CC(=NC3=CC=CC=C23)C=2C=C(N(C2)C)C(=O)OC)C1)C methyl (R)-4-(4-(1-(5-(((tert-butoxycarbonyl)amino)methyl)-2-methylbenzamido)ethyl)quinolin-2-yl)-1-methyl-1H-pyrrole-2-carboxylate